The molecule is a glucosylglycerol phosphate consisting of sn-glycerol 3-phosphate having a beta-D-glucosyl residue attached at position 2. It is a conjugate acid of a 2-O-(beta-D-glucosyl)-sn-glycerol 3-phosphate(2-). C([C@@H]1[C@H]([C@@H]([C@H]([C@@H](O1)O[C@H](CO)COP(=O)(O)O)O)O)O)O